tert-butyl 4-[(2S)-2-[(8-pyridin-3-ylquinazolin-4-yl)amino]propyl]piperazine-1-carboxylate N1=CC(=CC=C1)C=1C=CC=C2C(=NC=NC12)N[C@H](CN1CCN(CC1)C(=O)OC(C)(C)C)C